CO[C@@H](C(=O)N1CC2(CC2)C[C@H]1C(=O)N[C@@H](C[C@H]1C(NCC1)=O)C(COC(F)(F)F)=O)CC(C)C (S)-5-((R)-2-methoxy-4-methylpentanoyl)-N-((S)-3-oxo-1-((S)-2-oxopyrrolidin-3-yl)-4-(trifluoromethoxy)butan-2-yl)-5-azaspiro[2.4]heptane-6-carboxamide